C(#N)C1=CC(=C(COC2=NC=C(C(=N2)C2=CCN(CC2)CC2=NC3=C(N2C[C@H]2OCC2)C=C(C=C3)C(=O)O)F)C=C1)F (S)-2-((4-(2-(4-cyano-2-fluorobenzyloxy)-5-fluoropyrimidin-4-yl)-5,6-dihydropyridin-1(2H)-yl)methyl)-1-(oxetan-2-ylmethyl)-1H-benzo[d]imidazole-6-carboxylic acid